1-ethyl-4-(3-methoxy-4-nitrophenyl)piperazine C(C)N1CCN(CC1)C1=CC(=C(C=C1)[N+](=O)[O-])OC